diammonium phosphate chloride [Cl-].P(=O)([O-])(O)O.[NH4+].[NH4+]